tert-butyl 1-(1-(1,5-dimethyl-2-((1R,5S)-2-oxo-3-azabicyclo[3.1.0]hexan-3-yl)-1H-imidazol-4-yl)ethyl)-1H-1,2,3-triazole-4-carboxylate CN1C(=NC(=C1C)C(C)N1N=NC(=C1)C(=O)OC(C)(C)C)N1C([C@@H]2C[C@@H]2C1)=O